O1[C@@H](C1)COS(=O)(=O)C1=CC(=CC=C1)[N+](=O)[O-] (S)-oxiran-2-ylmethyl-3-nitrobenzenesulfonate